CC=1C(=NC=CC1)C=1C=NNC1 3-methyl-2-(1H-pyrazol-4-yl)pyridine